1-(tert-Butyl) 2-ethyl 3-amino-5-bromo-1H-pyrrolo[3,2-b]pyridine-1,2-dicarboxylate NC1=C(N(C=2C1=NC(=CC2)Br)C(=O)OC(C)(C)C)C(=O)OCC